Hexane-6-carboxylic acid methyl ester COC(=O)CCCCCC